C(C)[C@]1(C(OCC=2C(N3CC=4N(C5=CC=CC=C5C(C4C3=CC21)=C=O)CC(=O)O)=C=O)=C=O)O (S)-2-(4-ethyl-4-hydroxy-3,6,14-tricarbonyl-4,6,12,14-tetrahydro-1H-pyrano[3',4':6,7]indolizino[2,1-b]quinolin-11(3H)-yl)acetic acid